N1=CC=C(C=C1)NC1=CC=C(C=C1)NC(C1=CC=C(C(=O)NC2=CC=C(C=C2)NC2=CC=NC=C2)C=C1)=O N1,N4-bis(4-(pyridin-4-ylamino)phenyl)terephthalamide